FC1(CCC(CC1)OCC1=CC(=C(C=C1)OC)[N+](=O)[O-])F 4-(((4,4-Difluorocyclohexyl)-oxy)methyl)-1-methoxy-2-nitro-benzene